[N+](=O)([O-])C1=CC=C(OC(=O)NC2=CC=C(CCNC(OC(C)(C)C)=O)C=C2)C=C1 tert-butyl (4-(((4-nitrophenoxy)carbonyl)amino)phenethyl)carbamate